CN(C)CCN1C(C=2C(=NC=3C=CC(=CC3C2C1=O)F)C)=O 2-[2-(N,N-dimethylamino)ethyl]-8-fluoro-4-methyl-1H,2H,3H-pyrrolo[3,4-c]quinoline-1,3-dione